FC1=CC=CC=2C(=N[C@@H](C(NC21)=O)NC(=O)C=2C(=NN1C2N=CC=C1)C1=C(C=CC=C1)F)C1=CC=CC=C1 N-[(3S)-9-fluoro-2-oxo-5-phenyl-1,3-dihydro-1,4-benzodiazepin-3-yl]-2-(2-fluorophenyl)pyrazolo[1,5-a]pyrimidine-3-carboxamide